N-(7-(4,4-difluoropiperidin-1-yl)thieno[2,3-c]pyridin-5-yl)-4-(2-hydroxyethylsulfonamido)-2-(6-azaspiro[2.5]octan-6-yl)benzamide FC1(CCN(CC1)C=1N=C(C=C2C1SC=C2)NC(C2=C(C=C(C=C2)NS(=O)(=O)CCO)N2CCC1(CC1)CC2)=O)F